(1-(4-(6-chloro-4-methoxypyridin-3-yl)-1H-pyrazol-1-yl)-2-methylpropan-2-yl)carbamic acid tert-butyl ester C(C)(C)(C)OC(NC(CN1N=CC(=C1)C=1C=NC(=CC1OC)Cl)(C)C)=O